N-(3-chloro-5-(methylsulfonyl)phenyl)-1-(3-((3-fluorobenzyl)oxy)-6-methylpyridin-2-yl)-1H-pyrazole-4-carboxamide ClC=1C=C(C=C(C1)S(=O)(=O)C)NC(=O)C=1C=NN(C1)C1=NC(=CC=C1OCC1=CC(=CC=C1)F)C